C(#N)N1C[C@@H]2N(CC[C@@H]2C1)C(=O)NC1=CC=C(C=N1)C1=CC(=NC=C1)C (3aR,6aR)-5-cyano-N-(2'-methyl-[3,4'-bipyridyl]-6-yl)hexahydropyrrolo[3,4-b]pyrrole-1(2H)-carboxamide